1,2-Dichloro-1,2-bis[(1,1-dimethylethyl)thio]-1,2-dimethyl-disilane Cl[Si]([Si](C)(SC(C)(C)C)Cl)(C)SC(C)(C)C